Trimethoxyvinylsilane COC(=C(OC)OC)[SiH3]